FC(COC(C(=O)N(CC1=NC=C(C=C1)C(F)(F)F)C1CCC1)=O)(F)F.C1(CCC1)N(C(C(N)=O)=O)CC1=NC=C(C=C1)C(F)(F)F N'-Cyclobutyl-N'-[[5-(trifluoromethyl)-2-pyridyl]methyl]oxamide 2,2,2-Trifluoroethyl-2-[cyclobutyl-[[5-(trifluoromethyl)-2-pyridyl]methyl]amino]-2-oxo-acetate